6-(4-chloro-1-((2-methoxyquinolin-6-yl)methyl)-1H-indazole-7-carboxamido)spiro[3.3]heptane-2-carboxylic acid ClC1=C2C=NN(C2=C(C=C1)C(=O)NC1CC2(CC(C2)C(=O)O)C1)CC=1C=C2C=CC(=NC2=CC1)OC